p-methoxyacetanilide CC(=O)NC1=CC=C(C=C1)OC